COC=1N=NC=CC1SC=1N=C2C(=NC1)NC(=N2)N2CCC1(CC2)[C@@H](C2=CC=CC=C2C1)N (S)-1'-(5-((3-methoxypyridazin-4-yl)thio)-1H-imidazo[4,5-b]pyrazin-2-yl)-1,3-dihydrospiro[indene-2,4'-piperidin]-1-amine